tert-butyl 4-(2-(3,5-dichloropyridin-2-yl)-4-carbonyl chroman-8-yl)-3,6-dihydropyridine-1(2H)-carboxylate ClC=1C(=NC=C(C1)Cl)C1OC2=C(C=CC=C2C(C1)=C=O)C=1CCN(CC1)C(=O)OC(C)(C)C